C(C)OC1=CC=C(C=C1)C(=O)N1CCN(CCC1)CCC1=CC=CC=C1 (4-Ethoxyphenyl)-[4-(2-phenylethyl)-1,4-diazepan-1-yl]methanon